COC(C1=C(C=C(C(=C1)OCCCNC(CC1=C(C=CC=C1)OC)=O)OC)N)=O 2-amino-4-methoxy-5-(3-(2-(2-methoxyphenyl)acetamido)propoxy)benzoic acid methyl ester